O=C1[C@H]2CN([C@@H](C1)C2)C2=NC=1N(C=C2)N=CC1C(=O)NC=1C(=NN(C1)C1CCC(CC1)CCO)C(F)F 5-((1R,4R)-2-oxo-5-azabicyclo[2.2.1]heptan-5-yl)-N-(3-(difluoromethyl)-1-((1R,4R)-4-(2-hydroxyethyl)cyclohexyl)-1H-pyrazol-4-yl)pyrazolo[1,5-a]pyrimidine-3-carboxamide